[6-(5-cyclopropyl-4H-1,2,4-triazol-3-yl)-2-azaspiro[3.3]heptan-2-yl]-[6-[(3-methylsulfonylphenyl)methyl]-2-azaspiro[3.3]heptan-2-yl]methanone C1(CC1)C=1NC(=NN1)C1CC2(CN(C2)C(=O)N2CC3(C2)CC(C3)CC3=CC(=CC=C3)S(=O)(=O)C)C1